BrC=1C(=C(C=CC1)C(C(=O)OC)CCCC(CO[Si](C)(C)C(C)(C)C)(C)C)F methyl 2-(3-bromo-2-fluorophenyl)-7-((tert-butyldimethylsilyl)oxy)-6,6-dimethylheptanoate